ethyl (S)-3-amino-3-(4-fluoro-2'-hydroxy-5,6'-dimethyl-[1,1'-biphenyl]-3-yl)propanoate hydrochloride Cl.N[C@@H](CC(=O)OCC)C=1C=C(C=C(C1F)C)C1=C(C=CC=C1C)O